NC1=NC=2C=CC(=CC2C2=C1COC2)C(=O)N(CC)[C@@H](C)C=2C=NC(=CC2)Cl 4-amino-N-((1S)-1-(6-chloro-3-pyridinyl)ethyl)-N-ethyl-1,3-dihydrofuro[3,4-c]quinoline-8-carboxamide